3-triethoxysilylpropylthiooctanoate C(C)O[Si](CCCOC(CCCCCCC)=S)(OCC)OCC